(2R,3R,4R,5R)-2-(5-Fluoro-4-octanamido 2-oxopyrimidine-1(2H)-yl)-5-methyltetrahydrofuran-3,4-diyldiacetate FC=1C(=NC(N(C1)[C@@H]1O[C@@H]([C@@H]([C@H]1CC(=O)[O-])CC(=O)[O-])C)=O)NC(CCCCCCC)=O